OC=1C2=C(N=CN1)N(C=C2C2C(C2)C)C2=C(C(=O)O)C=CN=C2 (4-hydroxy-5-(2-methylcyclopropyl)-7H-pyrrolo[2,3-d]pyrimidin-7-yl)isonicotinic acid